2-((2-((1S,4R,5R)-5-(5-(7,8-dimethyl-[1,2,4]triazolo[1,5-a]pyridin-6-yl)-4-isopropyl-3-methyl-6H-thieno[2,3-b]pyrrol-2-yl)-2-azabicyclo[2.2.1]heptan-2-yl)ethyl)sulfonyl)ethan-1-ol CC1=C(C=2N(C=C1C1=C(C3=C(N1)SC(=C3C)[C@H]3[C@@H]1CN([C@H](C3)C1)CCS(=O)(=O)CCO)C(C)C)N=CN2)C